OC1=C(C(=O)N(C=2C=C3C(=NC2)N(C=C3)C)C)C=C(C(=C1)O)C(C)C 2,4-dihydroxy-5-isopropyl-N-methyl-N-(1-methyl-1H-pyrrolo[2,3-b]pyridin-5-yl)benzamide